(1S,3S)-3-((5-([1,2,4]triazolo[1,5-a]pyridin-6-yl)-4-methoxypyrrolo[2,1-f][1,2,4]triazin-2-yl)amino)-1-methylcyclobutan-1-ol N=1C=NN2C1C=CC(=C2)C=2C=CN1N=C(N=C(C12)OC)NC1CC(C1)(O)C